[4-(aminomethyl)piperidin-1-yl]-[2-ethyl-4-[[3-[3-(trifluoromethyl)-1H-pyrazol-4-yl]imidazo[1,2-a]pyrazin-8-yl]amino]phenyl]methanone hydrochloride Cl.NCC1CCN(CC1)C(=O)C1=C(C=C(C=C1)NC=1C=2N(C=CN1)C(=CN2)C=2C(=NNC2)C(F)(F)F)CC